4-(2-Chloro-10h-Phenoxazin-10-Yl)-N,N-Diethylbutan-1-Amine ClC1=CC=2N(C3=CC=CC=C3OC2C=C1)CCCCN(CC)CC